CC1(CCN(CC1)C1=CN=C2C(=N1)NN=C2C2=C(N=NC=C2)Cl)CN (4-methyl-1-(3-(3-chloropyridazin-4-yl)-1H-pyrazolo[3,4-b]pyrazin-6-yl)piperidin-4-yl)-methanamine